(4-(2-carbazolylethoxy)phenyl)propanoic acid sodium [Na].C1(=CC=CC=2C3=CC=CC=C3NC12)CCOC1=CC=C(C=C1)C(C(=O)O)C